C1(CCCCC1)[C@@H](C)O (1R)-1-cyclohexylethanol